1-(3,5-di-tert-butylphenyl)-3-(3-{[9-(4-tert-butylpyridin-2-yl)carbazol-2-yl]oxy}-5-(4-cyano-2,6-dimethylphenyl)phenyl)benzimidazolium C(C)(C)(C)C=1C=C(C=C(C1)C(C)(C)C)[N+]1=CN(C2=C1C=CC=C2)C2=CC(=CC(=C2)C2=C(C=C(C=C2C)C#N)C)OC2=CC=1N(C3=CC=CC=C3C1C=C2)C2=NC=CC(=C2)C(C)(C)C